4-((1S,4S)-4-(4-chloro-3-fluorophenyl)cyclohexyl)-5-fluoro-2-methoxyaniline ClC1=C(C=C(C=C1)C1CCC(CC1)C1=CC(=C(N)C=C1F)OC)F